3-[[5-[6-(Trifluoromethyl)-2-pyridyl]-3-pyridyl]methyl]oxazolidin-2-one FC(C1=CC=CC(=N1)C=1C=C(C=NC1)CN1C(OCC1)=O)(F)F